N-[(3S)-1-[4-[[(1R)-1-[3-(1,1-difluoroethyl)phenyl]ethyl]amino]-2-methyl-pyrido[3,4-d]pyrimidin-6-yl]pyrrolidin-3-yl]acetamide FC(C)(F)C=1C=C(C=CC1)[C@@H](C)NC=1C2=C(N=C(N1)C)C=NC(=C2)N2C[C@H](CC2)NC(C)=O